FC(C(=O)O)(F)F.NC1=C2C(=NC=N1)N(N=C2C=2C=C(C(=O)NC=1SCCN1)C=CC2)CCCCN 3-(4-amino-1-(4-aminobutyl)-1H-pyrazolo[3,4-d]pyrimidin-3-yl)-N-(4,5-dihydrothiazol-2-yl)benzamide trifluoroacetic Acid Salt